3-methacryloxypropylmonochlorodimethylsilane C(C(=C)C)(=O)OCCC[Si](C)(C)Cl